FC(N1N=CN=N1)(F)F 2-(trifluoromethyl)-tetrazole